4-(2-(2-(2-hydroxyethoxy)ethoxy)phenyl)-2-(3,4,5-tri(dodecyloxy)phenyl)acrylonitrile OCCOCCOC1=C(C=CC=C1)C1(C(C=C(C=C1OCCCCCCCCCCCC)C(C#N)=C)OCCCCCCCCCCCC)OCCCCCCCCCCCC